O1P(OC2=C3C1=CC=CC3=CC=C2)OCC=CCOP2OC=3C1=C(O2)C=CC=C1C=CC3 1,4-bis(naphtho[1,8-de][1,3,2]dioxaphosphinin-2-yloxy)but-2-ene